FC=1C(=NC=C(C1)F)C1=CC=CC2=C1C(=NO2)N2C(N1[C@H](CC2)C([C@@H](C1)NS(=O)(=O)C)(F)F)=O N-{(4aR,6R)-2-[4-(3,5-difluoropyridin-2-yl)-1,2-benzoxazol-3-yl]-5,5-difluoro-1-oxooctahydropyrrolo[1,2-c]pyrimidin-6-yl}methanesulfonamide